[Cl-].C(CCCCCCCCCCCCCCCCC)[NH2+]CC=C(C)C Octadecyldimethylallylammonium chloride